(S)-5-fluoro-2-(3-methylpiperazin-1-yl)pyrimidine hydrochloride Cl.FC=1C=NC(=NC1)N1C[C@@H](NCC1)C